C(C)(C)(C)OC(=O)N1C[C@@H](OCC1)CC1=C(N=C2N1C=CC(=C2)C)C2=C(C=C(C=C2F)S(N(CC2=CC=C(C=C2)OC)CC2=CC=C(C=C2)OC)(=O)=O)F (S)-2-((2-(4-(N,N-bis(4-methoxybenzyl)sulfamoyl)-2,6-difluorophenyl)-7-methylimidazo[1,2-a]pyridin-3-yl)methyl)morpholine-4-carboxylic acid tert-butyl ester